(3-(7-fluoro-2-(1-methyl-1H-pyrazol-4-yl)imidazo[1,2-b]pyridazin-8-yl)-3,8-diazabicyclo[3.2.1]octan-8-yl)((1S,2R)-2-fluorocyclopropyl)methanone FC1=C(C=2N(N=C1)C=C(N2)C=2C=NN(C2)C)N2CC1CCC(C2)N1C(=O)[C@H]1[C@@H](C1)F